1,3a-dihydro-4H-pyrazolo[3,4-d]pyrimidin-4-one N1N=CC2C1=NC=NC2=O